COC=1C=C(C=CC1OC)NCC(=O)O N-(3,4-dimethoxyphenyl)glycine